FC(OC1=NC=CC(=C1)CNC(=O)NC1(CC1)CC(F)(F)F)F 1-[[2-(difluoromethoxy)pyridin-4-yl]methyl]-3-[1-(2,2,2-trifluoroethyl)cyclopropyl]urea